FC=1C=C(C=CC1)C(C(=O)NCC1=C2CN(C(C2=CC=C1)=O)C1C(NC(CC1)=O)=O)=O 2-(3-fluorophenyl)-N-((2-(2,6-dioxopiperidin-3-yl)-1-oxoisoindolin-4-yl)methyl)-2-oxoacetamide